(R)-benzyl (3-bromo-2-hydroxypropyl)carbamate BrC[C@@H](CNC(OCC1=CC=CC=C1)=O)O